dicyclopropylbismuthanylamino(cyclopropyl)bismuthanyl(dicyclopropylbismuthanyl)amine C1(CC1)[Bi](C1CC1)N[BiH]N([Bi](C1CC1)C1CC1)C1CC1